ClC1=CC2=CN(N=C2C=C1)[C@@]1(C[C@H](N(C1)C(=O)OCCCC)C(=O)OC)C(=O)OC butyl 2,4-dimethyl (2S,4R)-4-(5-chloroindazol-2-yl)pyrrolidine-1,2,4-tricarboxylate